O1CCC(CC1)OC1=CC=C(C=C1)C1=CC=CN2C1=NS(CC2)(=O)=O 9-[4-(tetrahydro-2H-pyran-4-yloxy)phenyl]-3,4-dihydropyrido[2,1-c][1,2,4]thiadiazine 2,2-dioxide